ClC=1N=C(C2=C(N1)CC[S@]2=O)NC[C@H](C(C)(C)O)F (R)-2-chloro-4-(((R)-2-fluoro-3-hydroxy-3-methylbutyl)amino)-6,7-dihydrothieno[3,2-d]pyrimidine 5-oxide